2-(7-((2S,5R)-2,5-diethyl-4-(isoquinoline-3-carbonyl)piperazin-1-yl)-4-methyl-5-oxo-4,5-dihydro-2H-pyrazolo[4,3-b]pyridin-2-yl)acetonitrile C(C)[C@@H]1N(C[C@H](N(C1)C(=O)C=1N=CC2=CC=CC=C2C1)CC)C=1C=2C(N(C(C1)=O)C)=CN(N2)CC#N